CC(CC(=O)C1=C(C(=C(OCC#CCOC=2C(=C(C(=O)O)C=CC2)OC)C=C1)C)O)(C)C 3-((4-(4-(3,3-dimethylbutanoyl)-3-hydroxy-2-methylphenoxy)but-2-yn-1-yl)oxy)-2-methoxybenzoic acid